FC1=C(C(=O)NCCNC(OC(C)(C)C)=O)C=C(C=C1)CC1=NNC(C2=CC=CC=C12)=O tert-butyl [2-({2-fluoro-5-[(4-oxo-3,4-dihydrophthalazin-1-yl)methyl]benzoyl}amino)ethyl]carbamate